1-(3-chloro-5'-fluoro-2'-hydroxy-3''-(8-isopropyl-3,8-diazabicyclo[3.2.1]octan-3-yl)-[1,1':3',1''-terphenyl]-4-yl)-3-methyl-1H-imidazol-2(3H)-one ClC=1C=C(C=CC1N1C(N(C=C1)C)=O)C1=C(C(=CC(=C1)F)C1=CC(=CC=C1)N1CC2CCC(C1)N2C(C)C)O